(S)-2-((6-((4-cyano-3-methylbenzofuran-7-yl)methoxy)-3',6'-dihydro-[2,4'-bipyridyl]-1'(2'H)-yl)methyl)-1-(oxetan-2-ylmethyl)-1H-benzo[d]imidazole C(#N)C1=CC=C(C2=C1C(=CO2)C)COC2=CC=CC(=N2)C=2CCN(CC2)CC2=NC1=C(N2C[C@H]2OCC2)C=CC=C1